(S)-2,3-Bis((8-(heptadecan-9-yloxy)-8-oxooctanoyl)oxy)propyl (2-((2-hydroxyethyl)dimethylammonio)ethyl) phosphate P(=O)(OC[C@H](COC(CCCCCCC(OC(CCCCCCCC)CCCCCCCC)=O)=O)OC(CCCCCCC(=O)OC(CCCCCCCC)CCCCCCCC)=O)(OCC[N+](C)(C)CCO)[O-]